C(C)(=O)C=1C=CC(=C(C1)NC(=O)C=1SC=CC1S(N(C)C1=CC=C(C=C1)OCC)(=O)=O)Cl N-(5-acetyl-2-chlorophenyl)-3-(N-(4-ethoxyphenyl)-N-methylsulfamoyl)thiophene-2-carboxamide